(4S,5R,6R)-5-acetamido-4-amino-6-[(1R,2R)-2,3-dihydroxy-1-methoxypropyl]-5,6-dihydro-4H-pyran-2-carboxylic acid ethyl ester hydrochloride Cl.C(C)OC(=O)C=1O[C@H]([C@@H]([C@H](C1)N)NC(C)=O)[C@@H]([C@@H](CO)O)OC